F[C@@H]1[C@@H](C1)C(=O)NC1=CC=C2C(=N1)NC=C2C2=CC1=C(NN=N1)C=C2OC (1S,2S)-2-fluoro-N-[3-(6-methoxy-1H-1,2,3-benzotriazol-5-yl)-1H-pyrrolo[2,3-b]pyridin-6-yl]cyclopropane-1-carboxamide